(1S)-1-[3-(4-fluorophenyl)-1,2,4-oxadiazol-5-yl]ethanamine FC1=CC=C(C=C1)C1=NOC(=N1)[C@H](C)N